OCCCCCCC1=C(SC2=C1N=CN=C2NC(C)C=2C=C(COCCCN(C(OC(C)(C)C)=O)C)C=CC2)C(=O)N2CCOCC2 tert-butyl (3-((3-(1-((7-(6-hydroxyhexyl)-6-(morpholine-4-carbonyl)thieno[3,2-d]pyrimidin-4-yl)amino)ethyl)benzyl)oxy)propyl)(methyl)carbamate